OC(CC(=O)O[C@@H]1[C@H](C(O)O[C@@H]([C@H]1O)CO)N)CCCCCCCCCCC 3-O-[3-hydroxymyristoyl]glucosamine